CC1=CC(=NS1)CC=O 2-(5-methylisothiazol-3-yl)ethan-1-one